COC(=O)C=1C(=CC=C(C1)CBr)C1=CC=C(C=C1)CBr 4,4'-dibromomethylbiphenyl-2-carboxylic acid methyl ester